tert-Butyl 4-hydroxy-7-methyl-1H-indole-1-carboxylate OC1=C2C=CN(C2=C(C=C1)C)C(=O)OC(C)(C)C